N-((S)-4-methyl-5-oxo-5,6,7,8-tetrahydro-4H-pyrazolo[1,5-a][1,3]diazepin-6-yl)-5-phenyl-6,7-dihydro-5H-pyrrolo[1,2-b][1,2,4]triazole-2-carboxamide CN1C=2N(CC[C@@H](C1=O)NC(=O)C=1N=C3N(N1)C(CC3)C3=CC=CC=C3)N=CC2